FC(C(=O)O)(F)F.N[C@@H](C)C(=O)N1[C@@H](CCC1)C(=O)N (S)-1-(L-alanyl)pyrrolidine-2-carboxamide trifluoroacetate